FC=1C=C2N=C(C(=NC2=CC1F)N1C2=CC=C(C=C2C=2C=C(C=CC12)C(C)(C)C)C(C)(C)C)N1C2=CC=C(C=C2C=2C=C(C=CC12)C(C)(C)C)C(C)(C)C 9,9'-(6,7-difluoroquinoxaline-2,3-diyl)bis(3,6-di-tert-butyl-9H-carbazole)